6-(2,6-dimethylphenyl)-1-(2-pyrrolidin-1-ylethyl)-3H-imidazo[4,5-b]Pyridine CC1=C(C(=CC=C1)C)C=1C=C2C(=NC1)NCN2CCN2CCCC2